FC(C1=CC=CC=N1)(F)F 6-(trifluoromethyl)pyridin